O1C[C@@H](CC1)OS(=O)(=O)C(F)(F)F (R)-trifluoromethanesulfonic acid tetrahydrofuran-3-yl ester